CC1=CC=[N+](C=C1)CCCC 4-methyl-1-butyl-pyridinium